IC#CC1=CC=C(C=C1)[N+](=O)[O-] 1-(2-iodoethynyl)-4-nitrobenzene